OC=1C(CC(C1C1=CC(=C(C(=C1)OC)O)CC1=CC(=C(C=C1)O)OC)CO)=O 2-hydroxy-3-[4-hydroxy-3-[(4-hydroxy-3-methoxyphenyl)methyl]-5-methoxyphenyl]-4-(hydroxymethyl)cyclopent-2-en-1-one